CN(CC(C)O)C N,N-dimethyl-N-(2-hydroxypropyl)amine